C(C1=CC=CC=C1)OC(=O)N1CCC(CC1)OC1=CC(=C(C=C1)NC(=O)OC(C)(C)C)OC 4-(4-((Tert-Butoxycarbonyl)amino)-3-methoxyphenoxy)piperidine-1-carboxylic acid benzyl ester